4-[(3-bromopyrazin-2-yl)methyl]piperidine-1,4-dicarboxylic acid 1-O-tert-butyl 4-O-ethyl ester C(C)OC(=O)C1(CCN(CC1)C(=O)OC(C)(C)C)CC1=NC=CN=C1Br